FC1=CC=C(C=C1)C=1N=C(C2=C(N1)SC=N2)N 5-(4-fluorophenyl)thiazolo[5,4-d]pyrimidin-7-amine